N1(N=CC=C1)CC(=O)OC=C(C)C1CCC2(C1C1CCC3C4(CCC(C(C4CCC3(C1CC2)C)(C)C)ON2CCNCC2)C)C 2-(3a,5b,8,8,11a-pentamethyl-9-(piperazin-1-yloxy)icosahydro-1H-cyclopenta[a]chrysen-1-yl)prop-1-en-1-yl 2-(1H-pyrazol-1-yl)acetate